3-(5-(4-(3-((4-((8-cyclopentyl-7-oxo-7,8-dihydropyrido[2,3-d]pyrimidin-2-yl)amino)-piperidin-1-yl)sulfonyl)benzyl)piperazin-1-yl)-1-oxoisoindolin-2-yl)piperidine-2,6-dione C1(CCCC1)N1C(C=CC2=C1N=C(N=C2)NC2CCN(CC2)S(=O)(=O)C=2C=C(CN1CCN(CC1)C=1C=C3CN(C(C3=CC1)=O)C1C(NC(CC1)=O)=O)C=CC2)=O